CN(CCCOC1=CC=C2C=C(C(OC2=C1)=NO)C(C)=O)C 7-(3-dimethylaminopropoxy)-3-acetylcoumarin oxime